1,6-Diamino-n-hexan NCCCCCCN